((6-methyl-4-(trifluoromethyl) pyridin-2-ylamino)-3-oxopropyl) carbamate C(N)(OCCC(=O)NC1=NC(=CC(=C1)C(F)(F)F)C)=O